C(C)(=O)NC=1C=C(C=CC1)C=1N=NN(C1)CC(=O)N/N=C/C1=C(C(=CC(=C1)Br)Br)O (E)-2-(4-(3-acetamidophenyl)-1H-1,2,3-triazol-1-yl)-N'-(3,5-dibromo-2-hydroxybenzylidene)acethydrazide